NC=1C2=C(N=CN1)N(C(=C2Br)C2=C(C=C(C=C2)NC(C=C)=O)C)C N-(4-(4-amino-5-bromo-7-methyl-7H-pyrrolo[2,3-d]pyrimidin-6-yl)-3-methylphenyl)acrylamide